C(=O)(O)[C@H](CC(=O)C1=CC2=C(S1)C=C(C(=C2)OCCOC=2C=C1CN(CC1=CC2OC)C(C[C@@H](C(=O)O)C)=O)OC)C (S)-4-(5-(2-((2-((S)-3-carboxybutanoyl)-6-methoxybenzo[b]thiophen-5-yl)oxy)ethoxy)-6-methoxyisoindolin-2-yl)-2-methyl-4-oxobutanoic acid